3,5-bis(trifluoromethyl)benzyl alcohol FC(C=1C=C(CO)C=C(C1)C(F)(F)F)(F)F